CC1CN(CC=2N1N=CC2)C(=O)C=2N=C1N(N2)[C@@H](C[C@@H]1F)C1=CC=CC=C1 |r| (7-methyl-6,7-dihydro-4H-pyrazolo[1,5-a]pyrazin-5-yl)-[rac-(5S,7S)-7-fluoro-5-phenyl-6,7-dihydro-5H-pyrrolo[1,2-b][1,2,4]triazol-2-yl]methanone